3-[(cyclopropylmethyl)amino]-N-[2-bromo-4-[1,1,1,2,3,3,3-heptafluoroprop-2-yl]-6-(difluoromethoxy)phenyl]-2-fluorobenzamide C1(CC1)CNC=1C(=C(C(=O)NC2=C(C=C(C=C2OC(F)F)C(C(F)(F)F)(C(F)(F)F)F)Br)C=CC1)F